tert-butyl 2-[[3-[2-(3-tert-butoxy-3-oxo-propoxy) phenyl]-2-fluoro-phenyl] methyl]-3-oxo-piperidine-1-carboxylate C(C)(C)(C)OC(CCOC1=C(C=CC=C1)C=1C(=C(C=CC1)CC1N(CCCC1=O)C(=O)OC(C)(C)C)F)=O